2-[[1-(3-ethoxy-4-methoxyphenyl)-5-isobutyl-pyrazol-3-yl]amino]-5-(thiophen-2-yl)nicotinic acid C(C)OC=1C=C(C=CC1OC)N1N=C(C=C1CC(C)C)NC1=C(C(=O)O)C=C(C=N1)C=1SC=CC1